(1aS,5aS)-2-(5-Bromo-pyrazin-2-yl)-1a,2,5,5a-tetrahydro-1H-2,3-diaza-cyclopropa[a]pentalene-4-carboxylic acid (4-hydroxymethyl-tetrahydro-pyran-4-yl)-amide OCC1(CCOCC1)NC(=O)C=1C=2C[C@H]3[C@@H](C2N(N1)C1=NC=C(N=C1)Br)C3